6-(tert-butyl)-1-isopropyl-N-(1-(3,4,5-trimethoxyphenyl)-1H-imidazol-4-yl)-1H-pyrazolo[3,4-d]pyrimidin-4-amine C(C)(C)(C)C1=NC(=C2C(=N1)N(N=C2)C(C)C)NC=2N=CN(C2)C2=CC(=C(C(=C2)OC)OC)OC